OC(CCCC(=O)O)C(C=CC=CC=CC=CC(CCCCC)O)O 5,6,15-Trihydroxyeicosa-7,9,11,13-tetraenoic acid